bis(trimethoxysilylmethyl)amine CO[Si](OC)(OC)CNC[Si](OC)(OC)OC